N[C@@H]1CCCC12CCN(CC2)C2=NC=C(C=1N2C=NN1)SC1=C(C(=O)OC)C=CC=C1 methyl (R)-2-((5-(1-amino-8-azaspiro[4.5]decan-8-yl)-[1,2,4]triazolo[4,3-c]pyrimidin-8-yl)thio)benzoate